6,6-dimethyl-3-[3-methyl-N-(methylcarbamoyl)-L-valyl]-3-azabicyclo[3.1.0]Hexane-2-carboxamide CC1(C2CN(C(C12)C(=O)N)C([C@@H](NC(NC)=O)C(C)(C)C)=O)C